1,3,5-tris(carbazol-9-yl)biphenyl tert-butyl-(S)-2-(((tert-butyldimethylsilyl)oxy)methyl)-4-methylenepyrrolidine-1-carboxylate C(C)(C)(C)OC(=O)N1[C@@H](CC(C1)=C)CO[Si](C)(C)C(C)(C)C.C1=CC=CC=2C3=CC=CC=C3N(C12)C1(CC(=CC(=C1)N1C2=CC=CC=C2C=2C=CC=CC12)N1C2=CC=CC=C2C=2C=CC=CC12)C1=CC=CC=C1